tert-butyl N-[1-[(R)-cyclopropyl-[3-[2-[(1S,4S)-2-oxa-5-azabicyclo[2.2.1]heptan-5-yl]-4-pyridyl]phenyl]methyl]-2-[4-(2,4-dimethylpyrazol-3-yl)anilino]-2-oxo-ethyl]carbamate C1(CC1)[C@@H](C(C(=O)NC1=CC=C(C=C1)C=1N(N=CC1C)C)NC(OC(C)(C)C)=O)C1=CC(=CC=C1)C1=CC(=NC=C1)N1[C@@H]2CO[C@H](C1)C2